(4-((3-Nitro-6-(trimethylstannyl)pyridin-2-yl)amino)phenyl)methanol [N+](=O)([O-])C=1C(=NC(=CC1)[Sn](C)(C)C)NC1=CC=C(C=C1)CO